BrC1=NC(=CC=C1OC)I 2-bromo-6-iodo-3-methoxypyridine